7-bromo-2-[2-(3-chloro-4-methoxyphenyl)ethyl]-N-cyclohexylimidazo[1,2-a]pyridin-3-amine BrC1=CC=2N(C=C1)C(=C(N2)CCC2=CC(=C(C=C2)OC)Cl)NC2CCCCC2